7-chloro-8-fluoro-2H-pyrido[4,3-d][1,3]oxazine-2,4(1H)-dione ClC1=C(C=2NC(OC(C2C=N1)=O)=O)F